N-cyclohexyl-N-iso-propyl-N',N'-bis(dimethylsilyl)-silanediamine C1(CCCCC1)N([SiH2]N([SiH](C)C)[SiH](C)C)C(C)C